ClC1=CC=C(OCC(=O)NC23CC(C2)(C3)NC(COC3=CC=C(C=C3)F)=O)C=C1 2-(4-chlorophenoxy)-N-{3-[2-(4-fluorophenoxy)acetylamino]bicyclo-[1.1.1]pentan-1-yl}acetamide